5-azido-N-(4-(7-chloroquinoline-4-ylamino)pentyl)-N-ethylpentanamide N(=[N+]=[N-])CCCCC(=O)N(CC)CCCC(C)NC1=CC=NC2=CC(=CC=C12)Cl